N-ethyl-5-fluoro-2-((5-(2-((3x-r,5r)-5-hydroxy-6-((2-methoxyethyl)(methyl)amino)-2-methylhex-3-yl)-2,6-diazaspiro[3.4]oct-6-yl)-1,2,4-triazin-6-yl)oxy)-N-isopropylbenzamide C(C)N(C(C1=C(C=CC(=C1)F)OC1=C(N=CN=N1)N1CC2(CN(C2)C(C(C)C)C[C@H](CN(C)CCOC)O)CC1)=O)C(C)C